CC1=NOC(=C1C=1C=C2C(=NC1)N(C=N2)CC2=CC=C(C=C2)C(F)(F)F)C 3,5-dimethyl-4-(3-(4-(trifluoromethyl)benzyl)-3H-imidazo[4,5-b]pyridin-6-yl)isoxazole